ClC1=C(C=C(C=C1)[C@H](C(C(=O)OC)(C)C)C1=C(C2=C(N(N=N2)C)C=C1)C)CN1C(=NC=C1)CN1CCC(CC1)CC (S)-Methyl 3-(4-chloro-3-((2-((4-ethylpiperidin-1-yl)methyl)-1H-imidazol-1-yl)methyl)phenyl)-3-(1,4-dimethyl-1H-benzo[d][1,2,3]triazol-5-yl)-2,2-dimethylpropanoate